(R)-3-methyl-2-(3-methylisoxazol-5-yl)butanoylpyrrolidine-2-carboxamide CC(C(C(=O)N1[C@H](CCC1)C(=O)N)C1=CC(=NO1)C)C